C(C)(C)(C)NC(=O)[C@H]1N(CCC1)C([C@H]([C@H](CC1=CC=CC=C1)NC([C@H](CC(=O)N)NC(=O)C1=NC2=CC=CC=C2N=C1)=O)O)=O (2S)-N-[(2S,3S)-4-[(2S)-2-(tert-butylcarbamoyl)pyrrolidin-1-yl]-3-hydroxy-4-oxo-1-phenylbutan-2-yl]-2-(quinoxaline-2-carbonylamino)butanediamide